titanium(III) trichloride [Cl-].[Cl-].[Cl-].[Ti+3]